COC(=O)C1(CC(=NO1)CN)CC1=CC=CC=C1 3-Aminomethyl-5-benzyl-4,5-dihydro-isoxazole-5-carboxylic acid methyl ester